OS(=O)N monohydroxysulfinamide